C12(CC3CC(CC(C1)C3)C2)P(C2(C(=C(C=C(C2(C2=C(C(=C(C(=C2F)F)CCCC)F)F)OC)C(C)C)C(C)C)C2=CC=CC=C2)C(C)C)C23CC1CC(CC(C2)C1)C3 2-(diadamantylphosphino)-3-methoxy-2,4,6-triisopropyl-3-(2,3,5,6-tetrafluoro-4-butylphenyl)-1,1-biphenyl